C(=O)[O-].C(=O)[O-].C(=O)[O-].C(=O)[O-].[Si+4] silicon tetra-formate